hydroxy-2H-furan OC1OC=CC1